5-((3-(4-(2-(4-methoxyphenyl)propan-2-yl)thiazol-2-yl)ureido)methyl)-N,N-dimethyl-2-(piperazin-1-yl)benzamide COC1=CC=C(C=C1)C(C)(C)C=1N=C(SC1)NC(NCC=1C=CC(=C(C(=O)N(C)C)C1)N1CCNCC1)=O